(S)-4-iodo-2-nitro-6a,7,8,9-tetrahydro-6H-pyrido[3,2-b]pyrrolo[1,2-d][1,4]oxazine IC1=CC(=NC2=C1OC[C@H]1N2CCC1)[N+](=O)[O-]